(3-methylphenyl)-3-butyn-2-ol CC=1C=C(C=CC1)CC(C#C)O